(R)-3,4-dichloro-1-amino-12-oxo-6a,7,9,10-tetrahydro-12H-pyrazino[2,1-c]Pyrido[3,4-f][1,4]Oxazepine-8(6H)-carboxylic acid tert-butyl ester C(C)(C)(C)OC(=O)N1C[C@@H]2COC3=C(C(N2CC1)=O)C(=NC(=C3Cl)Cl)N